C(C)OC(=O)[C@@H]1[C@H](CCC(C1)=C)NC(=O)OC(C)(C)C (1s,2s)-2-((tert-butoxycarbonyl)amino)-5-methylenecyclohexane-1-carboxylic acid ethyl ester